1-(3-chloro-2-fluorophenyl)-2-nitroethylene ClC=1C(=C(C=CC1)C=C[N+](=O)[O-])F